disodium alpha-ketoglutarate dihydrate O.O.O=C(C(=O)[O-])CCC(=O)[O-].[Na+].[Na+]